ClC1=CC(=C(C=C1Cl)[C@H](C)NC(=O)C1CNC1)O N-[(1S)-1-(4,5-dichloro-2-hydroxyphenyl)ethyl]azetidine-3-carboxamide